rel-(3R,4S)-4-((3-(2,6-dioxopiperidin-3-yl)-1-methyl-1H-indazol-6-yl)amino)-3-(trifluoromethyl)piperidine-1-carboxylic acid tert-butyl ester C(C)(C)(C)OC(=O)N1C[C@H]([C@H](CC1)NC1=CC=C2C(=NN(C2=C1)C)C1C(NC(CC1)=O)=O)C(F)(F)F |o1:9,10|